3-methoxy-5-(morpholin-4-yl)pyridine COC=1C=NC=C(C1)N1CCOCC1